NC1=C(C=CC=C1)NC1N(CCCC1)C1(CC=C(C=C1)CC=O)C(F)(F)F 4-(((2-aminophenyl)amino)piperidin-1-yl)-2-(4-(trifluoromethyl)phenyl)ethanon